4-(2-fluoro-6-methoxyphenyl)-2-(6-methyl-2-((1r,4r)-5-methyl-2,5-diazabicyclo[2.2.1]hept-2-yl)pyrimidin-4-yl)-2,3-dihydro-1H-pyrrolo[3,4-c]pyridin-1-one FC1=C(C(=CC=C1)OC)C1=NC=CC2=C1CN(C2=O)C2=NC(=NC(=C2)C)N2[C@H]1CN([C@@H](C2)C1)C